methyl-6-((((2R,3R)-3-(2,4-difluorophenyl)-3-hydroxy-4-(1H-1,2,4-triazol-1-yl)butan-2-yl)disulfanyl)methyl)nicotinate COC(C1=CN=C(C=C1)CSS[C@H](C)[C@@](CN1N=CN=C1)(O)C1=C(C=C(C=C1)F)F)=O